ClC1=C(C2=C(C(N3[C@@H](CO2)CN(CC3)C(=O)OC(C)(C)C)=O)C(=N1)F)F tert-Butyl (R)-3-chloro-1,4-difluoro-12-oxo-6a,7,9,10-tetrahydro-12H-pyrazino[2,1-c]pyrido[3,4-f][1,4]oxazepine-8(6H)-carboxylate